(2R,5S)-allyl 2-(2-((S)-2-aminopropyl)benzo[d]thiazol-5-yl)-5-methylpiperidine-1-carboxylate N[C@H](CC=1SC2=C(N1)C=C(C=C2)[C@@H]2N(C[C@H](CC2)C)C(=O)OCC=C)C